(S)-1-methyl-2-((3-(2-oxo-1-(thiophen-3-yl)-1,2-dihydro-3H-imidazo[4,5-b]pyridin-3-yl)pyrrolidin-1-yl)methyl)-1H-imidazole-5-carboxylic acid tert-butyl ester C(C)(C)(C)OC(=O)C1=CN=C(N1C)CN1C[C@H](CC1)N1C(N(C=2C1=NC=CC2)C2=CSC=C2)=O